NC1(CCN(CC1)C1=NC(=C2C(=N1)NN=C2C2=C(C1=C(N=C(S1)C)C=C2)Cl)C#N)C2=C(C=CC=C2)F 6-(4-amino-4-(2-fluorophenyl)piperidin-1-yl)-3-(7-chloro-2-methylbenzo[d]Thiazol-6-yl)-1H-pyrazolo[3,4-d]Pyrimidine-4-carbonitrile